C(C(=C)C)(=O)OCCNC(C(=C1C2=CC=CC=C2SC=2C=CC(=CC12)C(C)C)C#N)=O 2-(2-cyano-2-(2-isopropyl-9H-thioxanthen-9-ylidene)acetamido)ethyl methacrylate